(S,E)-N-((4-iodo-3-methylisoxazol-5-yl)methylene)-2-methylpropane-2-sulfinamide IC=1C(=NOC1\C=N\[S@@](=O)C(C)(C)C)C